N-methylcyclopropane-1-carboxamide CNC(=O)C1CC1